(11R)-7-chloro-11-hydroxy-20-methoxy-N-methyl-12-oxo-3,13-diazapentacyclo[11.7.0.02,10.04,9.014,19]icosa-1(20),2(10),4(9),5,7,14,16,18-octaene-11-carboxamide ClC=1C=CC=2NC=3C4=C(C5=CC=CC=C5N4C([C@@](C3C2C1)(C(=O)NC)O)=O)OC